C(C)O[C@@H]1CN(CC[C@H]1OC1=CC(=CC=C1)C(F)(F)F)N1N=C2C(N(C(C=C2)=O)C)=C1 ((3R,4R)-3-ethoxy-4-(3-(trifluoromethyl)phenoxy)piperidin-1-yl)-4-methyl-2,4-dihydro-5H-pyrazolo[4,3-b]pyridin-5-one